(±)-3-((6-(5-((Isobutoxycarbonyl)amino)-1-methyl-1H-1,2,3-triazol-4-yl)-2-methylpyridin-3-yl)oxy)cycloheptan C(C(C)C)OC(=O)NC1=C(N=NN1C)C1=CC=C(C(=N1)C)OC1CCCCCC1